O1CC[C@@H](C2=CC=CC=C12)NC(=O)C1=CC2=C(N=C(S2)C2CCN(CC2)CCO)C=C1 (S)-N-(chroman-4-yl)-2-(1-(2-hydroxyethyl)piperidin-4-yl)benzo[d]thiazole-6-carboxamide